ClC1=C(C=CC=C1)C=1N(C(=C(N1)C1=C(C=CC=C1)Cl)C1=CC(=C(C=C1)OC)OC)N1C(=NC(=C1C1=CC=CC=C1)C1=CC=CC=C1)C1=C(C=CC=C1)Cl 2,2',4-tris-(2-Chlorophenyl)-5-(3,4-dimethoxyphenyl)-4',5'-diphenyl-1,1'-biimidazole